7-[[5-[3-(difluoromethyl)-1,2,4-oxadiazol-5-yl]-4-[[(1S)-2-hydroxy-1-phenyl-ethyl]amino]pyrimidin-2-yl]amino]-3,3-dimethyl-2,4-dihydroisoquinolin-1-one FC(C1=NOC(=N1)C=1C(=NC(=NC1)NC1=CC=C2CC(NC(C2=C1)=O)(C)C)N[C@H](CO)C1=CC=CC=C1)F